(R)-4-((3S,5S,8R,9S,10S,13R,14S,17R)-3-hydroxy-10,13-dimethylhexadecahydro-1H-cyclopenta[a]phenanthren-17-yl)-1-(4-(1-methyl-1H-pyrazol-5-yl)piperazin-1-yl)pentan-1-one O[C@H]1CC[C@@]2([C@H]3CC[C@@]4([C@H](CC[C@H]4[C@@H]3CC[C@H]2C1)[C@@H](CCC(=O)N1CCN(CC1)C1=CC=NN1C)C)C)C